potassium (1,3-dioxoisoindolin-2-yl)potassium O=C1N(C(C2=CC=CC=C12)=O)[K].[K]